FC(C(C#C[Si](C)(C)C)(C)O)(F)C=1C(=C(C=CC1)[C@@H](C)NC(OC(C)(C)C)=O)F tert-butyl [(1R)-1-{3-[1,1-difluoro-2-hydroxy-2-methyl-4-(trimethylsilyl)but-3-yn-1-yl]-2-fluorophenyl}ethyl]carbamate